4-[(S)-2-((S)-2-acetylamino-3-phenylpropionylamino)-2-(4-ethylthiazol-2-yl)ethyl]-phenylaminosulfonic acid C(C)(=O)N[C@H](C(=O)N[C@@H](CC1=CC=C(C=C1)NS(=O)(=O)O)C=1SC=C(N1)CC)CC1=CC=CC=C1